4-((5-(3,5-difluorophenyl)-1-(naphthalen-2-ylmethyl)-1H-indole-7-carboxamido)methyl)benzoic acid FC=1C=C(C=C(C1)F)C=1C=C2C=CN(C2=C(C1)C(=O)NCC1=CC=C(C(=O)O)C=C1)CC1=CC2=CC=CC=C2C=C1